NC=1N=NC(=CC1N1CC2CCC(C1)N2C2=CC(=NC=C2)C#CCN2[C@@H]1C[C@H]([C@H](C2)C1)O)C1=C(C=CC=C1)O (1S,4S,5R)-2-[3-[4-[3-[3-amino-6-(2-hydroxyphenyl)pyridazin-4-yl]-3,8-diazabicyclo[3.2.1]octan-8-yl]-2-pyridyl]prop-2-ynyl]-2-azabicyclo[2.2.1]heptan-5-ol